OC(CNC=1C=C(C=CC1)C)C1=NNC(O1)=O 5-(1-hydroxy-2-m-tolylaminoethyl)-1,3,4-oxadiazol-2(3H)-one